7-(6-(1-((1-fluorocyclopropyl)(4-fluorophenyl)methyl)-1H-pyrazol-4-yl)pyridin-2-yl)-[1,2,4]triazolo[1,5-a]pyridin-2-amine FC1(CC1)C(N1N=CC(=C1)C1=CC=CC(=N1)C1=CC=2N(C=C1)N=C(N2)N)C2=CC=C(C=C2)F